Water Chloride [Cl-].O